N[C@H](C(=O)NCC(C)(C)C=1C=C2C=C(NC2=CC1)C(=O)[O-])CC1=CC=C(C=C1)N1C(CN(CC1)C(C)C)=O (S)-5-(2-amino-3-(4-(4-isopropyl-2-oxopiperazin-1-yl) phenyl) propanamido tert-butyl)-1H-indole-2-carboxylate